2-Amino-8-(benzyloxy)-9-((2R,3R,4R,5R)-3,4-dihydroxy-5-(hydroxymethyl)tetrahydrofuran-2-yl)-1,9-dihydro-6H-purin-6-one NC=1NC(C=2N=C(N(C2N1)[C@@H]1O[C@@H]([C@@H]([C@H]1O)O)CO)OCC1=CC=CC=C1)=O